C(C1=CC=CC=C1)N1CCCC(C1)=O (S)-1-benzyl-5-oxo-piperidine